C(O)(O)=O.C1(CC(C(CC1)C(C)C)O)(C)CCC(O)O (-)-menthol-1-propanediol carbonate